C[Si](OCCCS)(C)C 3-(trimethylsiloxy)-1-propyl mercaptan